ClC=1C=NC2=CC=C(N=C2C1C1=NOC(=N1)C1CCNCC1)N1[C@H](C[C@@H](C1)F)C1=C(C=CC(=C1)F)F 3-(3-chloro-6-((2R,4S)-2-(2,5-difluorophenyl)-4-fluoropyrrolidin-1-yl)-1,5-naphthyridin-4-yl)-5-(piperidin-4-yl)-1,2,4-oxadiazole